COC1=C(C=C(C(=O)N(C)C)C=C1)NC1=NNC2=CC(=CC=C12)[C@@H]1C[C@@]12C(NC1=CC=C(C=C21)OC)=O 4-methoxy-3-({6-[(1r,2s)-5'-methoxy-2'-oxo-1',2'-dihydrospiro[cyclopropan-1,3'-indol]-2-yl]-1H-indazol-3-yl}amino)-N,N-dimethylbenzamide